C1(CCCC1)[Si](OCC)(OCC)CCCC cyclopentyl-butyl-diethoxysilane